N-(2-(dimethylamino)-2-(thien-3-yl)ethyl)isoindoline-2-carboxylic acid amide CN(C(CNC(=O)N1CC2=CC=CC=C2C1)C1=CSC=C1)C